FC1(CC(C1)CNC[C@@H]1NC2=CC(=C(C(=C2C1)F)N1CC(N[SH2]1=O)=O)O)F 5-[(2R)-2-({[(3,3-difluorocyclobutyl)methyl]amino}methyl)-4-fluoro-6-hydroxy-2,3-dihydro-1H-indol-5-yl]-1λ6,2,5-thiadiazolidine-1,3-dione